1,2,3,4-tetrahydrobenzo[b]azepin-5-one N1C2=C(C(CCC1)=O)C=CC=C2